CN(CC1=CC(=NN1C1=NC(=NC(=C1)N1CCOCC1)OCCC=1C=NN(C1)C)C1=CC=CC=C1)C N,N-dimethyl-1-(1-(2-(2-(1-methyl-1H-pyrazol-4-yl)ethoxy)-6-morpholinopyrimidin-4-yl)-3-phenyl-1H-pyrazol-5-yl)methanamine